C1=CC=CC=2C3=CC=CC=C3N(C12)C1=C(C=CC=C1)C1=C(C=CC=C1)N1C2=CC=CC=C2C=2C=CC=CC12 2,2'-di(9H-carbazol-9-yl)biphenyl